3-{1-[N-methyl-5-(5-fluoro-4-methyl-1H-indole-2-carbonyl)-4H,5H,6H,7H-pyrazolo[1,5-a]pyrazine-3-amido]cyclopropyl}benzoic acid CN(C(=O)C=1C=NN2C1CN(CC2)C(=O)C=2NC1=CC=C(C(=C1C2)C)F)C2(CC2)C=2C=C(C(=O)O)C=CC2